COCCCC1=CC=C(C=C1)C1=CC=C(C=C1)C(C(=O)O)(C)C 2-(4'-(3-methoxypropyl)-[1,1'-biphenyl]-4-yl)-2-methylpropanoic acid